difluoromethyl-6-methyl-1H-indazole-3-carbonitrile FC(F)N1N=C(C2=CC=C(C=C12)C)C#N